beta-D-mannopyranose O[C@H]1[C@@H](O)[C@@H](O)[C@H](O)[C@H](O1)CO